CC1=C(C=C2CCC3(CNCC3)N(C2=N1)C(C(C)C1=CC=C(C=C1)C(F)(F)F)=O)C1=NC=CC=N1 1-[7-methyl-6-(pyrimidin-2-yl)-3,4-dihydro-1H-spiro[1,8-naphthyridine-2,3'-pyrrolidin]-1-yl]-2-[4-(trifluoromethyl)phenyl]propan-1-one